O=C1C=CC=NN1C=1C=CC(=NC1)N[C@@H]1C[C@H](CC1)NC(OC(C)(C)C)=O tert-Butyl ((1S,3S)-3-((5-(6-oxopyridazin-1(6H)-yl)pyridin-2-yl)amino)cyclopentyl)carbamate